COC1=CC=C(C=C1)NC(=O)C1=NOC(=N1)C1=CC(=CC=C1)[C@](C1=CC=C(C=C1)OC(F)(F)F)(O)C1(CN(C1)C)C 5-{3-[(S)-(1,3-Dimethyl-azetidin-3-yl)-hydroxy-(4-trifluoromethoxy-phenyl)-methyl]-phenyl}-[1,2,4]oxadiazole-3-carboxylic acid (4-methoxy-phenyl)-amide